C(C1=CC=CC=C1)OC=1C=C(C=CC1)C(C(C)P(OC)(OC)=O)C1CC1 dimethyl (1-(3-(benzyloxy)phenyl)-1-cyclopropylpropan-2-yl)phosphonate